2-(piperidin-4-yl)ethan-1-one hydrochloride Cl.N1CCC(CC1)CC=O